bis(((Z)-4-oxopent-2-en-2-yl)oxy)copper O=C(\C=C(\C)/O[Cu]O\C(\C)=C/C(C)=O)C